1-(4-vinyl-benzyl)pyrrolidine C(=C)C1=CC=C(CN2CCCC2)C=C1